9-[2-({4-[7-(aminocarbonyl)-2H-indazole-2-yl]phenyl}amino)-2-oxoethyl]-3-azaspiro[5.5]undecane trifluoroacetate FC(C(=O)O)(F)F.NC(=O)C1=CC=CC2=CN(N=C12)C1=CC=C(C=C1)NC(CC1CCC2(CCNCC2)CC1)=O